methyl bromobenzoate COC(=O)C1=CC=CC=C1Br